dl-(±)-beta-methylpentyl-fluorine C[C@@H](CF)CCC |r|